CN1C(N(CC=2C1=NC(=NC2)S(=O)(=O)C)C2[C@H]1C(N(CC2)C(=O)OC(C)(C)C)CCC1)=O tert-butyl (4aS)-4-(1-methyl-7-methylsulfonyl-2-oxo-4H-pyrimido[4,5-d]pyrimidin-3-yl)-2,3,4,4a,5,6,7,7a-octahydrocyclopenta[b]pyridine-1-carboxylate